FC(OC1=CC=C(C=C1)N1C=C(N=C2C(NC(N=C12)(N)OCC)=O)C=1C=CC2=C(N(C(=N2)CCN2CC(CC2)F)C)C1)F 8-(4-(difluoromethoxy)phenyl)-2-ethoxy-6-(2-(2-(3-fluoropyrrolidin-1-yl)ethyl)-1-Methyl-1H-benzo[d]imidazol-6-yl)pterin